O1N=C(C2=C1C=CC=C2)COC=2C=C1C(=CC(=NC1=CC2)C(=O)N2CCC(CC2)(C#N)C2=CC=CC=C2)C(=O)N2CCCCC2 1-(6-(benzo[d]isoxazol-3-yl-methoxy)-4-(piperidine-1-carbonyl)quinoline-2-carbonyl)-4-phenylpiperidine-4-carbonitrile